(S)-1-{4-(1H-pyrrolo[2,3-b]pyridin-3-yl)-2-(trifluoromethyl)phenoxy}-2,4-dimethylpentan-2-amine N1C=C(C=2C1=NC=CC2)C2=CC(=C(OC[C@](CC(C)C)(N)C)C=C2)C(F)(F)F